ethyl 3-(3-ethoxy-N-methyl-3-oxopropanamido)-3-methylbutanoate C(C)OC(CC(=O)N(C)C(CC(=O)OCC)(C)C)=O